1-(3-((1-(2-hydroxy-2-methylpropyl)-6-((5-methylthiazol-2-yl)amino)-1H-pyrrolo[3,2-c]pyridin-4-yl)oxy)pyrrolidin-1-yl)prop-2-en-1-one OC(CN1C=CC=2C(=NC(=CC21)NC=2SC(=CN2)C)OC2CN(CC2)C(C=C)=O)(C)C